C(C(=C)C)(=O)NCCC[Si](OCC)(OC)OC 3-methacrylamidopropyl-dimethoxy-ethoxysilane